C(OC1=C(C=C(C=C1)F)C)([O-])=O 4-fluoro-2-methylphenyl carbonate